N-((3R,4S)-4-((6-(2,6-dichloro-3,5-dimethoxyphenyl)-8-(4-methoxypiperidin-1-yl)pyrido[3,4-d]pyrimidin-2-yl)amino)tetrahydrofuran-3-yl)acrylamide ClC1=C(C(=C(C=C1OC)OC)Cl)C1=CC2=C(N=C(N=C2)N[C@H]2[C@H](COC2)NC(C=C)=O)C(=N1)N1CCC(CC1)OC